{3-[2-(2,6-dioxo-1-{[2-(trimethylsilyl)ethoxy]methyl}piperidin-3-yl)-1-oxo-3H-isoindol-5-yl]cyclobutyl}methyl 4-methylbenzenesulfonate CC1=CC=C(C=C1)S(=O)(=O)OCC1CC(C1)C=1C=C2CN(C(C2=CC1)=O)C1C(N(C(CC1)=O)COCC[Si](C)(C)C)=O